4-methyl-6-((1-methylpiperidin-3-yl)amino)pyridazine CC1=CN=NC(=C1)NC1CN(CCC1)C